COC(C1=NC=CC=C1C(NCC)=O)=O (ethylcarbamoyl)picolinic acid methyl ester